C(=C)[Si](O[Si](C=C)(C)C)(C)C.[Pt] platinum (0) 1,3-divinyltetramethyldisiloxane